Octane-6-carboxamide CCCCCC(CC)C(=O)N